N,9-diphenyl-N-{4-[4-(10-phenyl-9-anthryl)phenyl]phenyl}-9H-carbazole-3-Amin C1(=CC=CC=C1)N(C=1C=CC=2N(C3=CC=CC=C3C2C1)C1=CC=CC=C1)C1=CC=C(C=C1)C1=CC=C(C=C1)C=1C2=CC=CC=C2C(=C2C=CC=CC12)C1=CC=CC=C1